2,3-trans-diphenylcyclopropyl-di-tert-butylphosphine Benzyl-(S)-4-((tert-butoxycarbonyl)amino)-5-oxo-6-(2,3,5,6-tetrafluorophenoxy)hexanoate C(C1=CC=CC=C1)OC(CC[C@@H](C(COC1=C(C(=CC(=C1F)F)F)F)=O)NC(=O)OC(C)(C)C)=O.C1(=CC=CC=C1)C1C(C1C1=CC=CC=C1)P(C(C)(C)C)C(C)(C)C